5-bromo-6-(2-chloro-5-fluorobenzoyl)-2,2-difluoro-7-nitro-2H-benzo[b][1,4]oxazin-3(4H)-one BrC1=C(C(=CC=2OC(C(NC21)=O)(F)F)[N+](=O)[O-])C(C2=C(C=CC(=C2)F)Cl)=O